1-(2-((2-methyladamantan-2-yl)oxy)-2-oxoethyl)tetrahydrothiophen-1-ium CC1(C2CC3CC(CC1C3)C2)OC(C[S+]2CCCC2)=O